C(C)(C)(C)OC(=O)N1CC2CN(CC2C1)C=1C=NC(=CC1)N 5-(6-Aminopyridin-3-yl)hexahydropyrrolo[3,4-c]pyrrole-2(1H)-carboxylic acid tert-butyl ester